C(C)(C)(C)O[C@H](C(=O)O)C1=C(C2=C(N=C(S2)C2=CC=C3C(=N2)C(=NN3C)C3CCN(CC3)CCN(C)C)C=C1C)C1=CC=C(C=C1)Cl (S)-2-(tert-butoxy)-2-(7-(4-chlorophenyl)-2-(3-(1-(2-(dimethylamino)ethyl)piperidin-4-yl)-1-methyl-1H-pyrazolo[4,3-b]pyridin-5-yl)-5-methylbenzo[d]thiazol-6-yl)acetic acid